glycine oxaloacetate C(=O)(C(=O)O)CC(=O)O.NCC(=O)O